N-(4-bromo-5-chloro-6-fluoro-1H-indazol-7-yl)acetamide BrC1=C2C=NNC2=C(C(=C1Cl)F)NC(C)=O